BrC1=NN2C(CNCCC2)=C1 2-bromo-5,6,7,8-tetrahydro-4H-pyrazolo[1,5-a][1,4]diazepine